4-(3-fluoro-6-methyl-5-(methylsulfonamido)pyridin-2-yl)-1-methyl-1H-1,2,3-triazole-5-carboxylic acid FC=1C(=NC(=C(C1)NS(=O)(=O)C)C)C=1N=NN(C1C(=O)O)C